ClC=1C=C(C=CC1C(F)(F)F)C1(CC1)C1=NOC(=N1)CC(C(=O)O)=C 2-((3-(1-(3-chloro-4-(trifluoromethyl)phenyl)cyclopropyl)-1,2,4-oxadiazol-5-yl)methyl)acrylic acid